FC(C1=C(C(=C(C(=O)NC=2OC=NN2)C=C1)CC)SCC)F 4-(difluoromethyl)-2-ethyl-3-(ethylsulfanyl)-N-(1,3,4-oxadiazol-2-yl)benzamide